BrC=1C(=NN(C1CC)C)C(CC(=O)OCC)=O Ethyl 3-(4-bromo-5-ethyl-1-methyl-1H-pyrazol-3-yl)-3-oxopropanoate